acrylamidopropyl-N-(3-sulfopropyl)ammonium C(C=C)(=O)NCCC[NH2+]CCCS(=O)(=O)O